N1-(2-(dimethylamino)ethyl)-N4-(4-(7-fluoro-2-methyl-2H-indazole-5-yl)pyrimidin-2-yl)-5-methoxy-N1-methylbenzene-1,2,4-triamine CN(CCN(C=1C(=CC(=C(C1)OC)NC1=NC=CC(=N1)C1=CC2=CN(N=C2C(=C1)F)C)N)C)C